[S-]C(=S)NCCNC(=S)[S-].[Mn+2].[Zn] zinc manganese (2+) N-[2-(sulfidocarbothioylamino)ethyl]carbamodithioate